2,5-dioxopyrrolidin-1-yl (E)-6-(4-(2-(fluorosulfonyl)vinyl)phenoxy)hexanoate FS(=O)(=O)/C=C/C1=CC=C(OCCCCCC(=O)ON2C(CCC2=O)=O)C=C1